FC1=C(C(=C(C(=C1[B-](C1=C(C(=C(C(=C1F)F)F)F)F)(C1=C(C(=C(C(=C1F)F)F)F)F)C1=C(C(=C(C(=C1F)F)F)F)F)F)F)F)F.C(CC)[NH+](CCC)CCC tripropylammonium tetra(pentafluorophenyl)borate